BrC=1C=C(N(CC2=CC=C(C=C2)OC)CC2=CC=C(C=C2)OC)C=C(C1C(F)(F)F)F 3-bromo-5-fluoro-N,N-bis(4-methoxybenzyl)-4-(trifluoromethyl)aniline